3-(5-(4-((4'-fluoro-5,5-dimethyl-3,4,5,6-tetrahydro-[1,1'-biphenyl]-2-yl)methyl)-2-(fluoromethyl)piperazine-1-carbonyl)-1-oxoisoindolin-2-yl)piperidine-2,6-dione FC1=CC=C(C=C1)C1=C(CCC(C1)(C)C)CN1CC(N(CC1)C(=O)C=1C=C2CN(C(C2=CC1)=O)C1C(NC(CC1)=O)=O)CF